CC1([C@H](C2=CC(=C(C=C2C1)C1=CC=C(C=C1)OCCC)C)NC(O[C@@H]1CN2CCC1CC2)=O)C (S)-quinuclidin-3-yl ((R)-2,2,6-trimethyl-5-(4-propoxyphenyl)-2,3-dihydro-1H-inden-1-yl)carbamate